C(C)(C)(C)OC(=O)N1CC(C(=CC1)C=1C=CC=C2C(=CN=CC12)N1C(N(C(CC1)=O)CC1=CC=C(C=C1)OC)=O)(F)F 3,3-Difluoro-4-[4-[3-[(4-methoxyphenyl)methyl]-2,4-dioxo-hexahydropyrimidin-1-yl]-8-isoquinolinyl]-2,6-dihydropyridine-1-carboxylic acid tert-butyl ester